2-hydroxy-4-n-propoxy-4'-methoxy-benzophenone OC1=C(C(=O)C2=CC=C(C=C2)OC)C=CC(=C1)OCCC